C(C=C)(=O)N1C[C@@H](N(CC1)C1=NC(N2C3=C(C(=C(C=C13)Cl)N1C(C=CC=C1)=O)SCC2)=O)C 7-((S)-4-acryloyl-2-methylpiperazin-1-yl)-9-chloro-10-(2-oxopyridin-1(2H)-yl)-2,3-dihydro-5H-[1,4]thiazino[2,3,4-ij]quinazolin-5-one